tert-butyl (((7-chlorochroman-4-yl)methyl)sulfonyl)carbamate ClC1=CC=C2C(CCOC2=C1)CS(=O)(=O)NC(OC(C)(C)C)=O